CS(=O)(=O)[O-].C(CCCC)[NH+]1C(CCCC1)C 1-pentyl-2-Methylpiperidinium methanesulfonate